2,2,7,7-tetra[N,N-di(4-methoxyphenyl)amino]-9,9-spirobifluorene COC1=CC=C(C=C1)N(C1=CC=C(C=C1)OC)C1(C=C2C3(C4=CC(C=CC4=C2C=C1)(N(C1=CC=C(C=C1)OC)C1=CC=C(C=C1)OC)N(C1=CC=C(C=C1)OC)C1=CC=C(C=C1)OC)C1=CC=CC=C1C=1C=CC=CC13)N(C1=CC=C(C=C1)OC)C1=CC=C(C=C1)OC